FC(CC)(F)C=1C=C(C=CC1)NC(=O)C1C(=NN(C1=O)C1=CC=C2C=CN(C2=C1)C(C1=C(C=CC=C1)O)=O)C N-(3-(1,1-difluoropropyl)phenyl)-1-(1-(2-hydroxybenzoyl)-1H-indol-6-yl)-3-methyl-5-oxo-4,5-dihydro-1H-pyrazole-4-carboxamide